C(C1=CC=CC=C1)N1CC(CCC1)C1=CC=NC=2N1N=C(C2CN)C (7-(1-Benzylpiperidin-3-yl)-2-methylpyrazolo[1,5-a]pyrimidin-3-yl)methanamine